FCCCN1CC(C1)OC1=CC=C(C(=O)C2=C(C=NC3=CC(=CC=C23)C(=O)O)C2=CC=C(C=C2)C(F)(F)F)C=C1 4-(4-((1-(3-Fluoropropyl)azetidin-3-yl)oxy)benzoyl)-3-(4-(trifluoromethyl)phenyl)quinoline-7-carboxylic acid